eicosyl-dimethyl-(3-sulfopropyl)ammonium hydroxide [OH-].C(CCCCCCCCCCCCCCCCCCC)[N+](CCCS(=O)(=O)O)(C)C